S1C(=CC=C1)C1(CC1)O 1-(thiophen-2-yl)cyclopropan-1-ol